C1(CCC1)[C@@H](COC=1C(=CC(=NC1)NC(C)=O)NC1=NC(=NC(=C1)C)C(C)(F)F)F (S)-N-(5-(2-cyclobutyl-2-fluoroethoxy)-4-((2-(1,1-difluoroethyl)-6-methylpyrimidin-4-yl)amino)pyridin-2-yl)acetamide